CC(C(=N)NC1=CC=CC=C1)C 2-methyl-N-phenylpropionamidine